3-(3,5-dimethylpyridazin-4-yl)benzaldehyde CC=1N=NC=C(C1C=1C=C(C=O)C=CC1)C